5-[[1-[2-oxo-2-[(2S,4S)-2-cyano-4-fluoro-pyrrolidin-1-yl]ethyl]-4-piperidyl]amino]-N-pyrimidin-2-yl-quinoline-8-carboxamide O=C(CN1CCC(CC1)NC1=C2C=CC=NC2=C(C=C1)C(=O)NC1=NC=CC=N1)N1[C@@H](C[C@@H](C1)F)C#N